CN1[C@@H](CCC1)C(CO)O 1-((S)-1-methylpyrrolidin-2-yl)ethane-1,2-diol